2-(4,4-difluoroazepan-1-yl)-4,6-dimethyl-N-(3-(S-methylsulfonimidoyl)phenyl)-5-(trifluoromethyl)nicotinamide FC1(CCN(CCC1)C1=C(C(=O)NC2=CC(=CC=C2)S(=O)(=N)C)C(=C(C(=N1)C)C(F)(F)F)C)F